FC=1C=C2C(=NC1NC1=C3C=CN(C3=CC=C1)C)NN=C2N 5-fluoro-N6-(1-methyl-1H-indol-4-yl)-1H-pyrazolo[3,4-b]pyridine-3,6-diamine